7-bromo-5-chloro-2-[1-(difluoromethyl)-1H-pyrazol-4-yl][1,2,4]triazolo[1,5-c]quinazoline BrC1=CC=CC=2C=3N(C(=NC12)Cl)N=C(N3)C=3C=NN(C3)C(F)F